FC(\C(=C/C(=O)O)\C1=CC=CC=C1)F (Z)-4,4-difluoro-3-phenylbut-2-enoic acid